F[C@H]1CN(CC[C@H]1NC1=CC=CC=2N1N=C(C2SC(F)(F)F)C#CCNC=2C=C(C(=O)NC)C=CC2OC([2H])([2H])[2H])C 3-{[3-(7-{[(3S,4R)-3-fluoro-1-methylpiperidin-4-yl]amino}-3-[(trifluoromethyl)sulfanyl]pyrazolo[1,5-a]pyridin-2-yl)prop-2-yn-1-yl]amino}-4-(2H3)methoxy-N-methylbenzamide